ClC1=CC2=C(N(C(N=C2N2[C@H](CN(C[C@@H]2C)C(=O)OC(C)(C)C)C)=O)C=2C(=NC=NC2C(C)C)C(C)C)N=C1C1=C(C=CC=C1)F tert-butyl (3S,5S)-4-(6-chloro-1-(4,6-diisopropylpyrimidin-5-yl)-7-(2-fluorophenyl)-2-oxo-1,2-dihydropyrido[2,3-d]pyrimidin-4-yl)-3,5-dimethylpiperazine-1-carboxylate